4-bromobutyronitrile BrCCCC#N